C(CC)(=O)C1=CC=CC2=CC=CC=C12 propionaphthone